COC1=CC=C(C=C1)N=S(=O)(C1=CC=C(C=C1)C1=NOC(=N1)C(F)(F)F)C ((4-methoxyphenyl)imino)(methyl)(4-(5-(trifluoromethyl)-1,2,4-oxadiazol-3-yl)phenyl)-λ6-sulfanone